4,5-dimethoxy-2-nitrobenzyl (3-hydroxy-2-(hydroxymethyl)-2-methyl-propyl)carbamate OCC(CNC(OCC1=C(C=C(C(=C1)OC)OC)[N+](=O)[O-])=O)(C)CO